rac-Tert-butyl (2R,3R)-3-hydroxy-2-methylpiperidine-1-carboxylate O[C@H]1[C@H](N(CCC1)C(=O)OC(C)(C)C)C |r|